(2S,3R)-3-(5-chloro-2-pyrimidinyl)-N-(4-(4,6-dimethoxy-5-pyrimidinyl)-5-(methoxymethyl)-4H-1,2,4-triazol-3-yl)-2-butanesulfonamide ClC=1C=NC(=NC1)[C@H]([C@H](C)S(=O)(=O)NC1=NN=C(N1C=1C(=NC=NC1OC)OC)COC)C